F[C@H]1[C@@H](CN(CC1)C1=NC=CC(=N1)NC=1N=CC2=C(C=CC(=C2C1)C(C)C)N1CC(C1)CS(=O)(=O)C)O (3R,4R)-4-fluoro-1-[4-({8-[3-(methanesulfonylmeth-yl)azetidin-1-yl]-5-(propan-2-yl)isoquinolin-3-yl}amino)pyrimidin-2-yl]piperidin-3-ol